COC1=CC=C(C=C1)C=C[N+](=O)[O-] 1-(4-methoxyphenyl)-2-nitroethylene